1-hydroxyphenyl-4,5-diphenylimidazole OC1(CC=CC=C1)C=1NC(=C(N1)C1=CC=CC=C1)C1=CC=CC=C1